S(=O)(=O)(O)C(C(=O)OS(=O)CC)CC(=O)OS(=O)CC.[Na] sodium bis-(2-ethylsulfinyl) sulfosuccinate